(3R)-3-hydroxy-2-oxopyrrolidin O[C@H]1C(NCC1)=O